ClC=1C(=NNC1C(C)C)C(=O)[O-] 4-chloro-5-isopropyl-pyrazole-3-carboxylate